[Tris(hydroxymethyl)methylamino]propanesulfonic acid OCC(NC(CC)S(=O)(=O)O)(CO)CO